FC=1C=C(N[C@@H]2C(NC(CC2)=O)=O)C=CC1[C@H]1[C@@H](CNCC1)OC (3S)-3-[3-fluoro-4-[(3S,4S)-3-methoxy-4-piperidyl]anilino]piperidine-2,6-dione